C(C)N(C(S)=S)CC.N[C@@H](CCSCC)C(=O)O ethionine (diethyldithiocarbamate)